BrCCCCOC1=CC=C2C(C(=COC2=C1)C1=CC=C(C=C1)OC)=O 7-(4-bromobutoxy)-3-(4-methoxyphenyl)-4H-chromen-4-one